FC1=C2CCC(C2=C(C=C1)O)NC(OC(C)(C)C)=O tert-butyl (4-fluoro-7-hydroxy-2,3-dihydro-1H-inden-1-yl)carbamate